6-(4-chlorophenyl)-1-fluoro-6-methylindolo[2,1-b]quinazolin-12(6H)-one ClC1=CC=C(C=C1)C1(C2=CC=CC=C2N2C1=NC1=CC=CC(=C1C2=O)F)C